COC=1C=C(CN(C2=CC(=NC=C2)CN2CCCCC2)CC2=CC=C3C=CC=NC3=C2)C=CC1 N-(3-methoxybenzyl)-2-(piperidin-1-ylmethyl)-N-(quinolin-7-ylmethyl)pyridin-4-amine